FC(=C1C[C@]2(CCCN2C1)CO)F (R)-(2-(Difluoromethylene)tetrahydro-1H-pyrrolizin-7a(5H)-yl)methanol